O=C1C2=CC=C(C=C2C(C=2C=CC(=CC12)C1=C(C(=O)[O-])C=CC(=C1)CCSC=1C=NC(=CC1)N=[N+]=[N-])=O)C1=C(C(=O)[O-])C=CC(=C1)CCSC=1C=NC(=CC1)N=[N+]=[N-] 9,10-dioxo-9,10-dihydro-anthracene-2,6-diylbis(4-(2-((6-azidopyridine-3-yl) thio) ethyl) benzoate)